CC1=NC=CC=C1C1N(CCCCC1)C=O 2-(2-methyl-3-pyridinyl)azepane-1-carbaldehyde